6-chloro-8-((1S,2S)-2-(2-(difluoromethyl)-1-(2,2,2-trifluoroethyl)-1H-benzo[d]imidazol-6-yl)cyclopropyl)imidazo[1,2-b]pyridazine ClC=1C=C(C=2N(N1)C=CN2)[C@@H]2[C@H](C2)C=2C=CC1=C(N(C(=N1)C(F)F)CC(F)(F)F)C2